N-[(1S)-2-[4-(3,5-dimethyl-1H-pyrazol-4-yl)anilino]-1-[(1R)-6-[1-(2-hydroxy-1,1-dimethyl-ethyl)pyrazol-4-yl]indan-1-yl]-2-oxo-ethyl]-1-fluoro-cyclopropanecarboxamide CC1=NNC(=C1C1=CC=C(NC([C@H]([C@@H]2CCC3=CC=C(C=C23)C=2C=NN(C2)C(CO)(C)C)NC(=O)C2(CC2)F)=O)C=C1)C